4-((2,5-dimethyl-4,5-dihydro-2H-pyrazolo[4,3-c]quinolin-6-yl)amino)-N-methylpyridazine-3-carboxamide CN1N=C2C(CN(C=3C(=CC=CC23)NC2=C(N=NC=C2)C(=O)NC)C)=C1